C(C)(C)(C)OC(=O)NCCC1=CC=C(C=C1)NC(=O)C1=CC(=C(C=C1)C=1CCN(CC1)C(=O)OC(C)(C)C)F tert-butyl 4-(4-{[4-(2-{[(tert-butoxy)carbonyl]amino}ethyl)phenyl]carbamoyl}-2-fluorophenyl)-1,2,3,6-tetrahydropyridine-1-carboxylate